CC(C)(C)OC(=O)N1CC2(C1)CN(C2)C2=CC=C(C=C2)N 1,1-dimethylethyl-6-(4-aminophenyl)-2,6-diazaspiro[3.3]heptane-2-carboxylate